3-(3-cyclopropyl-1-isopropyl-1H-pyrazol-5-yl)-1-isopropyl-1H-pyrazolo[3,4-d]pyrimidin-4-amine C1(CC1)C1=NN(C(=C1)C1=NN(C2=NC=NC(=C21)N)C(C)C)C(C)C